(S)-1-(1-benzyl-1H-indazol-6-yl)ethane C(C1=CC=CC=C1)N1N=CC2=CC=C(C=C12)CC